Ethyl (S)-3-((tert-butoxycarbonyl)amino)-3-(2'-ethyl-4,4'-difluoro-6'-(hex-5-en-1-yl)-5-(trifluoromethyl)-[1,1'-biphenyl]-3-yl)propanoate C(C)(C)(C)OC(=O)N[C@@H](CC(=O)OCC)C=1C=C(C=C(C1F)C(F)(F)F)C1=C(C=C(C=C1CCCCC=C)F)CC